CN (methyl)amine